CN(C/C=C/C(=O)N1CC2=C(C3=C(N=CN=C3NC3=CC(=C(C=C3)OC3=CC=4N(C=C3)C=CN4)C)S2)CC1)C (E)-4-(dimethylamino)-1-(4-((4-(imidazo[1,2-a]pyridin-7-yloxy)-3-methylphenyl)amino)-5,8-dihydropyrido[4',3':4,5]thieno[2,3-d]pyrimidin-7(6H)-yl)but-2-en-1-one